O=C1NC2=C(N1)C=CC(=C2)NC(NC2=CC=C(C=C2)NC(C)=O)=O N-(4-(3-(2-oxo-2,3-dihydro-1H-benzo[d]imidazol-5-yl)ureido)phenyl)acetamide